2-[(1S)-7-bromo-5-fluoro-tetralin-1-yl]-2-(tert-butoxycarbonylamino)-acetic acid BrC1=CC(=C2CCC[C@@H](C2=C1)C(C(=O)O)NC(=O)OC(C)(C)C)F